C(C1=CC=CC=C1)N1C2=C(SCC1=O)C=CC(=C2)C(=O)[O-] 4-benzyl-3-oxo-3,4-dihydro-2H-benzo[b][1,4]thiazine-6-carboxylate